7-amino-N-{2-[3-(difluoromethyl)-4-(ethylamino)pyrrolidin-1-yl]-5,6,7,8-tetrahydroquinolin-6-yl}-3-methylthieno[2,3-b]pyrazine-6-carboxamide NC1=C(SC2=NC(=CN=C21)C)C(=O)NC2CC=1C=CC(=NC1CC2)N2CC(C(C2)NCC)C(F)F